C(C)(C)(C)C=1SC2=C(N1)C(CC1(CCN(CC1)C(=O)C=1C=C3C(=CN=CC3=C(C1)OC)OC)C2)=O 2-(tert-butyl)-1'-(4,8-dimethoxyisoquinoline-6-carbonyl)-5H-spiro[benzo[d]thiazole-6,4'-piperidin]-4(7H)-one